IC1=C(N(CC)CC)C=C(C=C1I)I 2,3,5-triiodo-N,N-diethylaniline